ClC1=CC=C2C(=NN(C2=C1)C=1C=NC=CC1)C(CC)N1N=C(C=2C1=NC=NC2N)C=2C=NN(C2)C (1-(6-chloro-1-(pyridin-3-yl)-1H-indazol-3-yl)propyl)-3-(1-methyl-1H-pyrazol-4-yl)-1H-pyrazolo[3,4-d]pyrimidin-4-amine